N6-((prop-2-yne-1-oxy)carbonyl)-L-lysine C(C#C)OC(=O)NCCCC[C@H](N)C(=O)O